3-[7-(difluoromethyl)-6-(1-methylpyrazol-4-yl)-3,4-dihydro-2H-quinolin-1-yl]-N-methyl-1-(4-piperidyl)-6,7-dihydro-4H-pyrazolo[4,3-c]pyridine-5-carboxamide FC(C1=C(C=C2CCCN(C2=C1)C1=NN(C2=C1CN(CC2)C(=O)NC)C2CCNCC2)C=2C=NN(C2)C)F